1-(acetylamino)-5-bromoindole C(C)(=O)NN1C=CC2=CC(=CC=C12)Br